FC=1C=C(C=CC1F)C12CC3(CC(CC(C1)(C3)C3=CC(=C(C=C3)F)F)(C2)C2=CC(=C(C=C2)F)F)C2=CC(=C(C=C2)F)F 1,3,5,7-tetra(3,4-difluorophenyl)adamantane